C(C1=CC=CC=C1)(C1=CC=CC=C1)N(C=1N(C(C(=C(N1)C(=O)NC1CCC1)O)=O)C)C 2-(benzhydryl(methyl)amino)-N-cyclobutyl-5-hydroxy-1-methyl-6-oxo-1,6-dihydropyrimidine-4-carboxamide